3-bromo-2-methyl-6,7-dihydro-5H-cyclopenta[b]pyridin-4-amine BrC=1C(=C2C(=NC1C)CCC2)N